CN(C=1C=CC=C2C=CN(C(C12)=O)CC(=O)NCC(F)(F)F)C=1C=C2C=NN(C2=CC1)C 2-[8-[methyl-(1-methylindazol-5-yl)amino]-1-oxo-2-isoquinolyl]-N-(2,2,2-trifluoroethyl)acetamide